12'(Z)-((2-(((4-(dimethylamino)butanoyl)oxy)methyl)-1,4-phenylene)bis(oxy))bis(butane-4,1-diyl) bis(octadeca-9,12-dienoate) C(CCCCCCC\C=C/CC=CCCCCC)(=O)OCCCCOC1=CC(=C(C=C1)OCCCCOC(CCCCCCCC=CCC=CCCCCC)=O)COC(CCCN(C)C)=O